CC=1OCCN1 Methyl-2-oxazoline